N-(4-((2-(1,1-difluoroethyl)-6-(5-fluoro-1H-pyrazol-4-yl)pyrimidin-4-yl)amino)-5-methoxypyridin-2-yl)acetamide FC(C)(F)C1=NC(=CC(=N1)NC1=CC(=NC=C1OC)NC(C)=O)C=1C=NNC1F